5-hydroxy-indan-1-one OC=1C=C2CCC(C2=CC1)=O